N1CCC2(CC1)[C@@H](C1=CC=CC=C1C2)NS(=O)C(C)(C)C N-((S)-1,3-dihydro-spiro[indene-2,4'-piperidine]-1-yl)-2-methylpropan-2-sulfinamide